(2S,4r)-1-[(2S)-2-[4-[[(2-fluorophenyl)carbamoyl]methyl]triazol-1-yl]-3,3-dimethyl-butyryl]-4-hydroxy-N-methyl-pyrrolidine-2-carboxamide FC1=C(C=CC=C1)NC(=O)CC=1N=NN(C1)[C@H](C(=O)N1[C@@H](C[C@H](C1)O)C(=O)NC)C(C)(C)C